N(=C=O)C1=CC=C(C=C1)OC 1-isocyanato-4-methoxybenzene